dimethylbenzopyrimidinyl-(dimethylbenzoperimidine) CC1=CC=CC2=C1C(=NC(=N2)C=2C(=C1N=C(NC=3C4=C(C=C(C2)C31)C=CC=C4)C)C)C